racemic-(E)-3-((3-butyl-3-ethyl-7-(methylthio)-1,1-dioxido-5-phenyl-2,3,4,5-tetrahydro-1,2,5-benzothiadiazepin-8-yl)oxy)acrylic acid C(CCC)C1(NS(C2=C(N(C1)C1=CC=CC=C1)C=C(C(=C2)O/C=C/C(=O)O)SC)(=O)=O)CC